methyl (1r,2R,3R,4s,5s,6S,7S,8r)-4-(hydroxymethyl)cubane-1-carboxylate OCC12C3C4C5(C(C14)C2C53)C(=O)OC